BrC=1C=NC=C(C1N)Cl 3-Bromo-5-chloropyridin-4-amine